N-[2-(5-methyl-2-furanyl)-2-(4-morpholinyl)ethyl]tetrazolo[1,5-a]pyrazin-5-amine CC1=CC=C(O1)C(CNC1=CN=CC=2N1N=NN2)N2CCOCC2